bromo-6-(2-(3,4-difluorophenoxy)ethoxy)-3-(5-methylthiazol-4-yl)-1H-inden-1-one BrC=1C(C2=CC(=CC=C2C1C=1N=CSC1C)OCCOC1=CC(=C(C=C1)F)F)=O